C1(CC1)NC(=O)C=1C(N(C=2N(C1O)N=C(C2/C=C/C(=O)N2CCCC21CCN(CC1)C(=O)OC(C)(C)C)C)CC(C)C)=O Tert-butyl (E)-1-(3-(6-(cyclopropylcarbamoyl)-7-hydroxy-4-isobutyl-2-methyl-5-oxo-4,5-dihydropyrazolo[1,5-a]pyrimidin-3-yl)acryloyl)-1,8-diazaspiro[4.5]decane-8-carboxylate